(2S,4R)-2-methyl-N-((S,E)-4-(methylsulfonyl)but-3-en-2-yl)-2-phenyl-4-(trifluoromethyl)piperidine-1-carboxamide C[C@@]1(N(CC[C@H](C1)C(F)(F)F)C(=O)N[C@@H](C)\C=C\S(=O)(=O)C)C1=CC=CC=C1